9-(2,2-diethoxyethyl)-6-hydrazino-purin-2-amine C(C)OC(CN1C2=NC(=NC(=C2N=C1)NN)N)OCC